di-t-butanoyl peroxide C(C=O)(C)(C)OOC(C=O)(C)C